BrC1=CC=C(C=C1)/C(=C/C1=CC=C(C=C1)Br)/C=1N(C(=CC1)\C(=C/C1=CC=C(C=C1)Br)\C1=CC=C(C=C1)Br)C 2,5-bis((Z)-1,2-bis(4-bromophenyl)vinyl)-1-methyl-1H-pyrrole